rac-methyl (5aR,6S,7R,8aR)-3-(benzyloxy)-8a-hydroxy-5a-(4-methoxyphenyl)-8-oxo-6-phenyl-5a,7,8,8a-tetrahydro-6H-cyclopenta[4,5]furo[3,2-b]pyridine-7-carboxylate C(C1=CC=CC=C1)OC=1C=C2C(=NC1)[C@]1([C@@](O2)([C@@H]([C@H](C1=O)C(=O)OC)C1=CC=CC=C1)C1=CC=C(C=C1)OC)O |r|